C(C)N1C=C(C2=C1C(NN=C2)=O)CCOCCC(N2CCN(CC2)C2=NC=C(C=N2)C(F)(F)F)=O 1-ethyl-3-(2-(3-oxo-3-(4-(5-(trifluoromethyl)pyrimidin-2-yl)piperazin-1-yl)propoxy)ethyl)-1,6-dihydro-7H-pyrrolo[2,3-d]pyridazin-7-one